2-[4-[6-[3-benzyl-5-(6-methyl-2-pyridyl)triazol-4-yl]-1,5-naphthyridin-3-yl]pyrazol-1-yl]-N-methyl-ethanamine C(C1=CC=CC=C1)N1N=NC(=C1C=1N=C2C=C(C=NC2=CC1)C=1C=NN(C1)CCNC)C1=NC(=CC=C1)C